alpha-((2-acetyl-5-methylphenyl)amino)-2,6-dichloro-benzeneacetamide C(C)(=O)C1=C(C=C(C=C1)C)NC(C(=O)N)C1=C(C=CC=C1Cl)Cl